N1(CCCCC1)C=1N=CC2=C(N1)C=CN=C2 piperidin-1-yl-pyrido[4,3-d]Pyrimidine